C(C)PCC diethylphosphine